C(#N)C1(C[C@H]2CC[C@@H](C1)N2C(=O)OC(C)(C)C)C tert-Butyl (1R,5S)-3-cyano-3-methyl-8-azabicyclo[3.2.1]octane-8-carboxylate